N1[C@@H](CCC1)C(=O)OC1C(OC2=C(C1)C=CC=C2)(C)C 2,2-dimethyl-3,4-dihydro-2H-1-benzopyran-3-yl (2S)-pyrrolidine-2-carboxylate